isopropyl cis-3-((methylsulfonyl)amino)-2-((6-(prop-1-en-2-yl)pyridin-2-yl)methyl)piperidine-1-carboxylate CS(=O)(=O)N[C@@H]1[C@@H](N(CCC1)C(=O)OC(C)C)CC1=NC(=CC=C1)C(=C)C